O1C2=C(OCC1)C=C(C=C2)C2=CC=C1CN(C(C1=C2)=O)[C@H](C(=O)NC(CC(=O)O)C(COC2=C(C(=CC(=C2F)F)F)F)=O)CC 3-((S)-2-(6-(2,3-dihydrobenzo[b][1,4]dioxin-6-yl)-1-oxoisoindolin-2-yl)butanamido)-4-oxo-5-(2,3,5,6-tetrafluorophenoxy)pentanoic acid